N1C=NC2=C1C=CC(=C2)N2C(NCC2C2=CC=C(C=C2)OC(C)C)=O 1-(1H-benzo[d]imidazol-5-yl)-5-(4-isopropoxyphenyl)imidazolidin-2-one